4-(3-cyano-2-(4-phenoxyphenyl)[2-14C]Pyrazolo[1,5-a]Pyrimidine-7-yl)piperidine-1-carboxylic acid tert-butyl ester C(C)(C)(C)OC(=O)N1CCC(CC1)C1=CC=NC=2N1N=[14C](C2C#N)C2=CC=C(C=C2)OC2=CC=CC=C2